4-(((R)-1-(3-(1,1-difluoro-2-hydroxy-2-methylpropyl)-2-fluorophenyl)ethyl)amino)-2,6,8-trimethyl-6,8-dihydro-7H-pyrrolo[2,3-g]quinazolin-7-one FC(C(C)(C)O)(F)C=1C(=C(C=CC1)[C@@H](C)NC1=NC(=NC2=CC3=C(C=C12)N(C(C3C)=O)C)C)F